2-[3-(cyclopropylmethyl)[1,4'-bipiperidine]-1'-yl]-N-[(3,5-difluoropyridin-2-yl)methyl]-1,3-thiazole-5-carboxamide C1(CC1)CC1CN(CCC1)C1CCN(CC1)C=1SC(=CN1)C(=O)NCC1=NC=C(C=C1F)F